(E)-4-(2-(2-(dimethylamino)pyrimidin-5-yl)vinyl)-1-methylpyridin-1-ium iodide [I-].CN(C1=NC=C(C=N1)/C=C/C1=CC=[N+](C=C1)C)C